tert-butyl (1-(hydroxymethyl) cyclobutyl) carbonate C(OC(C)(C)C)(OC1(CCC1)CO)=O